O=C1NC(CCC1N1C(C2=CC=CC(=C2C1)NC(OC1=C(C=C2C(=NC(=NC2=C1)C)N[C@H](C)C1=CC(=CC(=C1)C(F)(F)F)N)OC)=O)=O)=O 4-(((R)-1-(3-amino-5-(trifluoromethyl)phenyl)ethyl)amino)-6-methoxy-2-methylquinazolin-7-yl (2-(2,6-dioxopiperidin-3-yl)-1-oxoisoindolin-4-yl)carbamate